ClC1=CC(=C(OCCCC(C(=O)N2CCN(CC2)S(=O)(=O)C=2C=CC3=C(CCO3)C2)(C)C)C=C1)F 5-(4-chloro-2-fluorophenoxy)-1-(4-((2,3-dihydrobenzofuran-5-yl)sulfonyl)piperazin-1-yl)-2,2-dimethylpentan-1-one